FC=1C(=CC(=NC1)N(C(=O)C=1NC(C=CC1)=O)C)C N-(5-fluoro-4-methylpyridin-2-yl)-N-methyl-6-oxo-1,6-dihydropyridine-2-carboxamide